(R)-N-(5-(4-chlorophenoxy)-2-methoxyphenyl)-1-methyl-5-oxopyrrolidine-2-carboxamide ClC1=CC=C(OC=2C=CC(=C(C2)NC(=O)[C@@H]2N(C(CC2)=O)C)OC)C=C1